OC1=C(C2=CC=CC=C2C=C1)C1=C(C=CC2=CC=CC=C12)O 2,2'-dihydroxybinaphthyl